(R)-1-(3-((2-(2-(benzyloxy)-4,6-dihydroxybenzoyl)-1,2,3,4-tetrahydro-isoquinolin-8-yl)amino)piperidin-1-yl)ethan-1-one C(C1=CC=CC=C1)OC1=C(C(=O)N2CC3=C(C=CC=C3CC2)N[C@H]2CN(CCC2)C(C)=O)C(=CC(=C1)O)O